C(C)(C)(C)C=1C=C(C=C(C1O)C)C(C(=O)OCCOCCOCCO)(C)C1=CC(=C(C(=C1)C)O)C(C)(C)C triethylene glycol bis-(3-tert-butyl-4-hydroxy-5-methylphenyl)propionate